FC1=C(C=C(C=C1)C1=NC(=NO1)CN1[C@H](C[C@H](CC1)C(=O)OC)C)C(F)(F)F cis-methyl 1-((5-(4-fluoro-3-(trifluoromethyl)phenyl)-1,2,4-oxadiazol-3-yl)methyl)-2-methylpiperidine-4-carboxylate